ClC(C(C(=O)O)(F)F)(C(C(C(C(C(Cl)(F)F)(Cl)F)(F)F)(Cl)F)(F)F)F 3,5,7,8-tetrachloroperfluorooctanoic acid